ClC(C1=NC(=NO1)C=1C=CC(=NC1)CP(OCC)(=O)NC1CCCC1)(F)F ethyl P-((5-(5-(chlorodifluoromethyl)-1,2,4-oxadiazol-3-yl)pyridin-2-yl)methyl)-N-cyclopentylphosphonamidate